trans-3-Fluoro-3-[3-fluoro-4-(pyrrolidin-1-ylmethyl)phenyl]-N-(2-methylpropyl)cyclobutanecarboxamide FC1(CC(C1)C(=O)NCC(C)C)C1=CC(=C(C=C1)CN1CCCC1)F